ClC=1C=CC2=C(C(=N[C@H](C=3N2C(=NN3)SC(C)=O)CCC(=O)OC)C3=C(C=CC=C3)Cl)C1 methyl (S)-3-(8-chloro-6-(2-chlorophenyl)-1-(acetylthio)-4H-benzo[f][1,2,4]triazolo[4,3-a][1,4]diazepin-4-yl)propionate